ClC1=NC=C(C(=N1)OCC1=CC=C(C=C1)C=1N(C=C(N1)C(F)(F)F)C)C1=CC=CC=C1 2-chloro-4-[[4-[1-methyl-4-(trifluoromethyl)imidazol-2-yl]phenyl]methoxy]-5-phenyl-pyrimidine